ClC=1C(=C(C=CC1Cl)NC=1C2=C(N=CN1)C=CC(=N2)N2CCNCC2)F N-(3,4-dichloro-2-fluoro-phenyl)-6-piperazin-1-yl-pyrido[3,2-d]pyrimidin-4-amine